NCCC1=CN=C2N1C=C(C=C2)C2=CC=C(C(=C2OCCC=2C(=NN(C2C)C)C(=O)N(C)C)F)Cl 4-(2-{6-[3-(2-aminoethyl)imidazo[1,2-a]pyridin-6-yl]-3-chloro-2-fluorophenoxy}ethyl)-N,N,1,5-tetramethyl-1H-pyrazole-3-carboxamide